5-chloro-3-((4-chlorophenylimino)meth-yl)-2-hydroxyphenyl 4-methylbenzoate CC1=CC=C(C(=O)OC2=C(C(=CC(=C2)Cl)C=NC2=CC=C(C=C2)Cl)O)C=C1